Furan-3-carboxylic acid (R)-1-phenyl-ethyl ester C1(=CC=CC=C1)[C@@H](C)OC(=O)C1=COC=C1